(3S,4R,5R)-1-(((R)-1-(4-(trifluoromethyl)thiazol-2-yl)pyrrolidin-3-yl)methyl)piperidine-3,4,5-triol FC(C=1N=C(SC1)N1C[C@H](CC1)CN1C[C@@H](C([C@@H](C1)O)O)O)(F)F